fluorohomoserine hydrochloride Cl.FN[C@@H](CCO)C(=O)O